2-oxa-7-azaspiro[4.5]decane C1OCCC12CNCCC2